octanoic acid hept-3-yn-1-yl ester C(CC#CCCC)OC(CCCCCCC)=O